[Si](C1=CC=CC=C1)(C1=CC=CC=C1)(C(C)(C)C)O[C@H]1CN(C[C@H](C1)/C(/NO)=N/[H])C(=O)OC(C)(C)C |r| rac-tert-butyl (3R,5S)-3-((tert-butyldiphenylsilyl)oxy)-5-((Z)-N-hydroxycarbamimidoyl)piperidine-1-carboxylate